1-(6-Chloropyridazin-3-yl)cyclopropane-1-carboxylic acid ethyl ester C(C)OC(=O)C1(CC1)C=1N=NC(=CC1)Cl